5-((benzylamino)methyl)-4,4-dimethyldihydrofuran-2(3H)-one C(C1=CC=CC=C1)NCC1C(CC(O1)=O)(C)C